CC1=C(C=CC=C1)CCC=O methyl-benzenepropanal